5-Phenyl-1H-pyrazole-3-carboxylic acid {2-[4-(3-chloro-phenoxy)-piperidin-1-yl]-2-oxo-ethyl}-amide ClC=1C=C(OC2CCN(CC2)C(CNC(=O)C2=NNC(=C2)C2=CC=CC=C2)=O)C=CC1